(2,3-dihydro-1H-pyrrolo[2,3-b]pyridin-1-yl)methanone N1(CCC=2C1=NC=CC2)C=O